CN1C=C(C=2C1=CN=C(C2)NC(C)=O)C2=NC(=CC1=C2OC2C(O1)CCCC2)S(=O)(=O)C N-(1-methyl-3-(3-(methylsulfonyl)-5a,6,7,8,9,9a-hexahydrobenzo[5,6][1,4]dioxino[2,3-c]pyridin-1-yl)-1H-pyrrolo[2,3-c]pyridin-5-yl)acetamide